2-difluoromethyl-N-(1,1-dimethyl-3-propyl-indan-4-yl)pyridine-3-carboxamide FC(C1=NC=CC=C1C(=O)NC1=C2C(CC(C2=CC=C1)(C)C)CCC)F